BrC=1C=C(C=CC1)S(=O)(=O)NC=1SC=C(N1)C1=C(C=CC=C1)C(CCCCCN1C(C2=CC=CC=C2C1=O)=O)(F)F 3-bromo-N-[4-[2-[6-(1,3-dioxoisoindolin-2-yl)-1,1-difluoro-hexyl]phenyl]thiazol-2-yl]benzenesulfonamide